tert-butyl (R)-3-(3-(4-(octylcarbamoyl)phenyl)-1,2,4-oxadiazol-5-yl)pyrrolidine-1-carboxylate C(CCCCCCC)NC(=O)C1=CC=C(C=C1)C1=NOC(=N1)[C@H]1CN(CC1)C(=O)OC(C)(C)C